C(\C=C\C=C\C)(=O)O 2E,4E-Hexadienoic acid